CC(=O)OCOC(=O)CN(CC1=CC2=C(C=C1OC(=O)C)OC3=C(C24C5=CC=CC=C5C(=O)O4)C=C(C(=C3)OC(=O)C)CN(CC(=O)OCOC(=O)C)CC(=O)OCOC(=O)C)CC(=O)OCOC(=O)C The molecule is an organic heteropentacyclic compound that is calcein in which all four carboxy group hydrogens have been substituted by (acetyloxy)methoxy groups and the hyrodgens of the two hydroxy groups have been substituted by acetyl groups. It is a a non-fluorescent probe cleaved to a fluorescent probe by non-specific intracellular esterases. It has a role as a fluorochrome. It is an acetate ester, an organic heteropentacyclic compound, a gamma-lactone, an oxaspiro compound, a member of 2-benzofurans and a xanthene dye. It derives from a calcein.